OC(C)(C)C1=CC=C2C(=CC=NC2=C1)C(=O)NCC(=O)O (7-(2-hydroxypropan-2-yl)quinoline-4-carbonyl)glycine